1-((1R,5S,6r)-6-(3-(3,4-dichlorophenyl)-1,2,4-oxadiazol-5-yl)-3-azabicyclo[3.1.1]heptan-3-yl)-2-(1-methyl-1H-1,2,4-triazol-5-yl)ethan-1-one ClC=1C=C(C=CC1Cl)C1=NOC(=N1)C1[C@H]2CN(C[C@@H]1C2)C(CC2=NC=NN2C)=O